4-((2-hydroxyethyl)sulfonamido)-N-(2-methyl-1-(methylsulfonyl)indolin-6-yl)-2-(6-azaspiro[2.5]octan-6-yl)benzamide OCCS(=O)(=O)NC1=CC(=C(C(=O)NC2=CC=C3CC(N(C3=C2)S(=O)(=O)C)C)C=C1)N1CCC2(CC2)CC1